(Z)-2-methyl-N-(4,4,4-trifluorobutylidene)propane-2-sulfinamide CC(C)(C)S(=O)\N=C/CCC(F)(F)F